C(C)(C)(C)OC(=O)NCCCCOCCNC1=C2C=NN(C2=CC(=C1)CCC(=O)OC)C1OCCCC1 methyl 3-(4-((2-(4-((tert-butoxycarbonyl)amino)butoxy)ethyl)amino)-1-(tetrahydro-2H-pyran-2-yl)-1H-indazol-6-yl)propanoate